8-[2,4,6-triketo-5-[4-[4-(trifluoromethoxy)phenoxy]phenyl]hexahydropyrimidin-5-yl]-5-oxa-2,8-diazaspiro[3.5]nonane-2-carboxylic acid tert-butyl ester C(C)(C)(C)OC(=O)N1CC2(C1)OCCN(C2)C2(C(NC(NC2=O)=O)=O)C2=CC=C(C=C2)OC2=CC=C(C=C2)OC(F)(F)F